Cl.N[C@H]1[C@@H](CCC1)O (1R,2R)-2-aminocyclopentane-1-ol hydrochloride